1-(6-bromo-5-fluoro-1,2-benzooxazol-3-yl)-2-methyl-propan-2-ol BrC1=CC2=C(C(=NO2)CC(C)(O)C)C=C1F